ClC1=NC2=CC(=C(C=C2C(=N1)Cl)F)F 2,4-dichloro-6,7-difluoroquinazoline